C(C)(C)(C)OC(=O)N1CC2=C(CC1)NN=C2C(=O)N2CCC(CC2)C2=C(C=CC=C2)C(F)(F)F 3-(4-(2-(trifluoromethyl)phenyl)piperidin-1-carbonyl)-1,4,6,7-tetrahydro-5H-pyrazolo[4,3-c]pyridine-5-carboxylic acid tert-butyl ester